N(=[N+]=[N-])CCN(C(OCCCC)=O)C butyl (2-azidoethyl)(methyl)carbamate